C1(CC1)[C@@H](C1=NC=2N(C=C1)C=C(N2)[C@@H](NC(C2=CC(=NC=C2)CC(F)(F)F)=O)C2CCC(CC2)(F)F)NC(C[C@H](C(F)(F)F)C)=O |o1:39| N-((S)-(7-((S)-Cyclopropyl((R*)-4,4,4-trifluoro-3-methylbutanamido)methyl)imidazo[1,2-a]pyrimidin-2-yl)(4,4-difluorocyclohexyl)methyl)-2-(2,2,2-trifluoroethyl)isonicotinamide